3-(6-piperazin-1-yl-pyridin-3-yl)piperidine-2,6-dione N1(CCNCC1)C1=CC=C(C=N1)C1C(NC(CC1)=O)=O